(1R,3S)-3-amino-N-((3-(4-decylphenyl)-1,2,4-oxadiazol-5-yl)methyl)cyclohexane-1-carboxamide hydrochloride Cl.N[C@@H]1C[C@@H](CCC1)C(=O)NCC1=NC(=NO1)C1=CC=C(C=C1)CCCCCCCCCC